The molecule is a flavonoid phytoalexin that is (S)-naringenin in which the hydroxy group at position 7 is replaced by a methoxy group. It has a role as an antimycobacterial drug and a plant metabolite. It is a dihydroxyflavanone, a monomethoxyflavanone, a flavonoid phytoalexin, a member of 4'-hydroxyflavanones and a (2S)-flavan-4-one. It derives from a (S)-naringenin. COC1=CC(=C2C(=O)C[C@H](OC2=C1)C3=CC=C(C=C3)O)O